ClC1=CN=NC2=C(C=CC=C12)Cl 4,8-dichloro-cinnoline